7-bromo-2-(1-methyl-1H-imidazol-2-yl)thieno[3,2-d]pyrimidin-4-ol BrC1=CSC2=C1N=C(N=C2O)C=2N(C=CN2)C